methyl 3-(N-(3'-chloro-4-(trifluoromethyl)-[1,1'-biphenyl]-2-yl)sulfamoyl)-4-methoxybenzoate ClC=1C=C(C=CC1)C1=C(C=C(C=C1)C(F)(F)F)NS(=O)(=O)C=1C=C(C(=O)OC)C=CC1OC